3-(1-pyrrolidinyl)propylmethyldiethoxysilane N1(CCCC1)CCC[Si](OCC)(OCC)C